OC1=CC=CC=2N(C(N(C21)C)=O)C2C(N(C(CC2)=O)CC2=CC=C(C=C2)OC)=O 3-(4-Hydroxy-3-methyl-2-oxo-benzoimidazol-1-yl)-1-[(4-methoxyphenyl)methyl]piperidine-2,6-dione